Butylene Phthalate C1(C=2C(C(=O)OCCCCO1)=CC=CC2)=O